Ammonium acrylate dimethyl-taurate CN(CCS(=O)(=O)[O-])C.C(C=C)(=O)[O-].[NH4+].[NH4+]